N-hydroxy-4-((4-(((2-(4-(pyrimidin-5-yl)phenyl)cyclopropyl)amino)methyl)piperidin-1-yl)methyl)benzamide TFA salt OC(=O)C(F)(F)F.ONC(C1=CC=C(C=C1)CN1CCC(CC1)CNC1C(C1)C1=CC=C(C=C1)C=1C=NC=NC1)=O